ethyl di-(2-octyl) phosphate P(=O)(OCC)(OC(C)CCCCCC)OC(C)CCCCCC